N-(2-(1-(3-chloro-4-((3,5-difluoropyridin-2-yl)methoxy-d2)-5',6-dimethyl-2-carbonyl-2H-[1,4'-bipyridine]-2'-yl)-4-fluoro-1H-pyrazol-3-yl)propan-2-yl)cyclopropanecarboxamide ClC=1C(N(C(=CC1OC([2H])([2H])C1=NC=C(C=C1F)F)C)C1=CC(=NC=C1C)N1N=C(C(=C1)F)C(C)(C)NC(=O)C1CC1)=C=O